C(C)(C)(C)OC(=O)N1[C@@H](CN([C@H](C1)C)C=1C2=C(N=CN1)N(C=C2C(F)F)C2CC(CCC2)C#N)C (2r,5s)-4-(7-(3-cyanocyclohexyl)-5-(difluoromethyl)-7H-pyrrolo[2,3-d]pyrimidin-4-yl)-2,5-dimethylpiperazine-1-carboxylic acid tert-butyl ester